1,1',1''-methanetriyltribenzene C(C1=CC=CC=C1)(C1=CC=CC=C1)C1=CC=CC=C1